(S)-2-(4-Isopropyl-7-oxo-1-phenyl-1,7-dihydro-6H-pyrazolo[3,4-d]pyridazin-6-yl)-N-(1-(4-(trifluoromethoxy)phenyl)ethyl)acetamid C(C)(C)C=1C2=C(C(N(N1)CC(=O)N[C@@H](C)C1=CC=C(C=C1)OC(F)(F)F)=O)N(N=C2)C2=CC=CC=C2